N-α-Chloroacetyl-L-alanine ClCC(=O)N[C@@H](C)C(=O)O